2-(2-((tert-Butyldimethylsilyl)oxy)ethyl)-8-methoxy-6-(4,4,5,5-tetramethyl-1,3,2-dioxaborolan-2-yl)-1,2,3,4-tetrahydroisoquinoline [Si](C)(C)(C(C)(C)C)OCCN1CC2=C(C=C(C=C2CC1)B1OC(C(O1)(C)C)(C)C)OC